CC1(C=CC2=C(O1)C(C1=CC=CC=C1C2=O)=O)C 2,2-dimethyl-2H-naphtho[2,3-b]pyran-5,10-dione